1-[7-[4-[3-Chloro-4-(2,2-difluoroethoxy)-2-fluoro-anilino]-7-fluoro-pyrido[3,2-d]pyrimidin-6-yl]-4,7-diazaspiro[2.5]octan-4-yl]prop-2-en-1-one ClC=1C(=C(NC=2C3=C(N=CN2)C=C(C(=N3)N3CCN(C2(CC2)C3)C(C=C)=O)F)C=CC1OCC(F)F)F